C1(CC1)C1=C(C(=NO1)C1=C(C=CC=C1Cl)Cl)CO[C@@H]1[C@H]2CN([C@@H](C1)C2)C=2SC1=C(N2)C(=CC(=C1)C(=O)O)OC |r| 2-((1RS,4RS,5SR)-5-((5-cyclopropyl-3-(2,6-dichlorophenyl)isoxazol-4-yl)methoxy)-2-azabicyclo[2.2.1]heptan-2-yl)-4-methoxybenzo[d]thiazole-6-carboxylic acid